1-[(4S,6R)-2-(4-fluoro-3,5-dimethylphenyl)-4,6-dimethyl-4,5,6,7-tetrahydropyrazolo[4,3-c]Pyridin-3-yl]-3-(1-methylindazol-5-yl)imidazol-2-one FC1=C(C=C(C=C1C)N1N=C2C([C@@H](N[C@@H](C2)C)C)=C1N1C(N(C=C1)C=1C=C2C=NN(C2=CC1)C)=O)C